[Na+].P(=O)(O)(O)OCC[N+](C)(C)C phosphocholine sodium salt